C1(=CC=CC=C1)C1=NC(=NC(=N1)C1=CC=CC=C1)C1=CC(=CC(=C1)B1OC(C(O1)(C)C)(C)C)C1=NC=CC=C1 2,4-diphenyl-6-(3-(pyridin-2-yl)-5-(4,4,5,5-tetramethyl-1,3,2-dioxaborolan-2-yl)phenyl)-1,3,5-triazine